benzylaminocarbonylthymine C(C1=CC=CC=C1)NC(=O)CC=1C(NC(NC1)=O)=O